COC1=CC=C(CNC2C3C(N(C2)C(=O)[O-])CCC3)C=C1 3-((4-methoxybenzyl)amino)hexahydrocyclopenta[b]pyrrole-1(2H)-carboxylate